O=C1NC(CCC1NC1=CC=C(C=C1)C1CCN(CC1)C1CCN(CC1)CCCCCC=1C=C2C(N(C(C2=CC1)=O)[C@H](CS(=O)(=O)C)C1=CC(=C(C=C1)OC)OCC)=O)=O 5-(5-(4-(4-((2,6-Dioxopiperidin-3-yl)amino)phenyl)-[1,4'-bipiperidin]-1'-yl)-pentyl)-2-((S)-1-(3-ethoxy-4-methoxyphenyl)-2-(methylsulfonyl)ethyl)isoindoline-1,3-dione